1-(tert-butyl) 4-methylcyclohexane-1,4-dicarboxylate CC1(CCC(CC1)C(=O)OC(C)(C)C)C(=O)[O-]